NC([C@H](C[C@H]1C(NCC1)=O)NC(=O)[C@H]1N(CC(C1)C12CC(C1)C2)C(=O)C=2NC1=CC=CC(=C1C2)OC)=O (2S)-N-[(1S)-2-amino-2-oxo-1-[[(3S)-2-oxopyrrolidin-3-yl]methyl]ethyl]-4-(1-bicyclo[1.1.1]pentanyl)-1-(4-methoxy-1H-indole-2-carbonyl)pyrrolidine-2-carboxamide